C(=O)O.FC(C1=NN=C(S1)C1=NC=C2N1C=C(C=C2N2C[C@H](N[C@@H](C2)C)C)S(=O)(=O)NC2(CC2)C)F 3-(5-(difluoromethyl)-1,3,4-thiadiazol-2-yl)-8-((3R,5R)-3,5-dimethylpiperazin-1-yl)-N-(1-methylcyclopropyl)imidazo[1,5-a]pyridine-6-sulfonamide formate